C(C)(C)(C)OC(=O)N1[C@@H](CN([C@H](C1)C)C=1C2=C(N=CN1)N(C=C2C2=C(C=CC=C2)F)C2=NC=CC=C2)C (2R,5S)-4-(5-(2-fluorophenyl)-7-(pyridin-2-yl)-7H-pyrrolo[2,3-d]pyrimidin-4-yl)-2,5-dimethylpiperazine-1-carboxylic acid tert-butyl ester